CC1=C(C(=CC=C1)C)NC1=NN(C2=NC(=NC=C21)NC2=CC=C1CCN(CC1=C2)C2CN(CC2)C=2C=C1CN(CC1=CC2)C2C(NC(CC2)=O)=O)C 5-(3-(7-((3-((2,6-dimethylphenyl)amino)-1-methyl-1H-pyrazolo[3,4-d]pyrimidin-6-yl)amino)-3,4-dihydroisoquinolin-2(1H)-yl)pyrrolidin-1-yl)-2-(2,6-dioxopiperidin-3-yl)isoindoline